8-Hydroxy-pentadecanoic acid OC(CCCCCCC(=O)O)CCCCCCC